1-((3,5-dimethylisoxazol-4-yl)methyl)piperidin CC1=NOC(=C1CN1CCCCC1)C